6-cyclopropyl-2-(2,6-dimethylpyridin-4-yl)-3-isopropyl-1-p-toluenesulfonyl-5,6,7,8-tetrahydro-1H-pyrrolo[2,3-g]isoquinoline C1(CC1)N1CC=2C=C3C(=CC2CC1)N(C(=C3C(C)C)C3=CC(=NC(=C3)C)C)S(=O)(=O)C3=CC=C(C)C=C3